FC(CN1N=C(C(=C1)C1=NC(=NC=C1)NC=1C=CC(=NC1)N1CCN(CC1)C(=O)OC(C)(C)C)C=1C=NC=CC1)F tert-Butyl 4-(5-((4-(1-(2,2-difluoroethyl)-3-(pyridin-3-yl)-1H-pyrazol-4-yl)pyrimidin-2-yl)amino)pyridin-2-yl)piperazine-1-carboxylate